C1=CC=CC=2C3=CC=CC=C3C(C12)COC(=O)NC(C(=O)OC(C)(C)C)CCC=1C=NC=C(C1)OC tert-Butyl 2-((((9H-fluoren-9-yl)methoxy) carbonyl)amino)-4-(5-methoxypyridin-3-yl)butanoate